N,N-Diallylaniline C=CCN(CC=C)C1=CC=CC=C1